OC=1C=C(C=C(C1C(C)C)O)C(C(=O)O)=CC1=CC=CC=C1 2-(3,5-dihydroxy-4-isopropylphenyl)-3-phenylacrylic acid